5-(3-(ethylsulfonyl)-5-(3-methyl-1H-1,2,4-triazol-1-yl)pyridin-2-yl)-2-(trifluoromethyl)-[1,2,4]triazolo[1,5-a]pyrimidine C(C)S(=O)(=O)C=1C(=NC=C(C1)N1N=C(N=C1)C)C1=NC=2N(C=C1)N=C(N2)C(F)(F)F